2-(2-(3-(dimethylamino)phenoxy)ethoxy)-N-(3-methoxybenzyl)-N-(4-morpholinophenyl)pyridin-4-amine CN(C=1C=C(OCCOC2=NC=CC(=C2)N(C2=CC=C(C=C2)N2CCOCC2)CC2=CC(=CC=C2)OC)C=CC1)C